ClC(OC1=CC=C(C=C1)NC(=O)C1=CC2=C(N(C(=N2)C(F)F)[C@@H](CO)C)C(=C1)C=1C=NC=NC1)(F)F (R)-N-(4-(chlorodifluoromethoxy)phenyl)-2-(difluoromethyl)-1-(1-hydroxyprop-2-yl)-7-(pyrimidin-5-yl)-1H-benzo[d]imidazole-5-carboxamide